(S)-methyl 4-(1-amino-2-hydroxy-ethyl)-benzoate N[C@H](CO)C1=CC=C(C(=O)OC)C=C1